3-(3-Hydroxy-4-methoxyphenyl)-1-[4-[3-(4-hydroxy-3-methoxyphenyl)prop-2-enoyl]phenyl]prop-2-en-1-one OC=1C=C(C=CC1OC)C=CC(=O)C1=CC=C(C=C1)C(C=CC1=CC(=C(C=C1)O)OC)=O